Cl.C[C@H]1CN(C[C@H](O1)C)C1CCC(CC1)N1N=C(C(=C1)NC1=NC=CC=N1)OCCCOCCOC N-(1-((1r,4r)-4-((2S,6R)-2,6-dimethylmorpholinyl)cyclohexyl)-3-(3-(2-methoxyethoxy)propoxy)-1H-pyrazol-4-yl)pyrimidin-2-amine hydrochloride